3,5-bis(1,1-dimethylethyl)-4-hydroxy-phenylpropionic acid CC(C)(C)C=1C=C(C=C(C1O)C(C)(C)C)C(C(=O)O)C